FC(C(=O)O)(F)F.ClC=1C=CC=C2C=CC=C(C12)C=1C=CC2=C(N=C(N=C2N2C[C@@H](NCC2)CC#N)OC[C@H]2N(CCC2)C)N1 2-((S)-4-(7-(8-chloronaphthalen-1-yl)-2-(((S)-1-methylpyrrolidin-2-yl)methoxy)pyrido[2,3-d]pyrimidin-4-yl)piperazin-2-yl)acetonitrile trifluoroacetate